6-chloro-5'-(5-chloro-2-methylpyridin-3-yl)-3'-isopropyl-2'-(4-methoxy-6-(trifluoromethyl)pyridin-3-yl)-3'H-spiro[indoline-3,4'-pyrrolo[3,4-d]imidazole]-2,6'(5'H)-dione ClC1=CC=C2C(=C1)NC(C21N(C(C=2N=C(N(C21)C(C)C)C=2C=NC(=CC2OC)C(F)(F)F)=O)C=2C(=NC=C(C2)Cl)C)=O